COC1=CC=C(CN2C(N3C(C4=C2C=C(C=N4)N4CCOCC4)=NCC3C(C)C)=O)C=C1 6-(4-methoxybenzyl)-8-(morpholin-4-yl)-3-(propan-2-yl)-2,6-dihydroimidazo[1,2-c]pyrido[2,3-e]pyrimidin-5(3H)-one